ClC=1C=C(C=CC1N1C(N(C=C1)C)=O)C1=C(C(=CC(=C1)F)C1=CC(=NC=C1)N1C[C@H](NCC1)C)O (R)-1-(3-chloro-5'-fluoro-2'-hydroxy-3'-(2-(3-methylpiperazin-1-yl)pyridin-4-yl)-[1,1'-biphenyl]-4-yl)-3-methyl-1H-imidazol-2(3H)-one